2-(3-(((cis)-3-hydroxy-3-methylcyclobutyl)amino)-5-methyl-1,2,4-triazin-6-yl)-5-(trifluoromethyl)phenol OC1(CC(C1)NC=1N=NC(=C(N1)C)C1=C(C=C(C=C1)C(F)(F)F)O)C